ClC1=C2CNCC2=C(C(=C1Cl)Cl)Cl 4,5,6,7-tetrachloroisoindoline